(S)-2-((1-(4-chlorophenyl)propan-2-yl)amino)-1-(6-(1-methyl-1H-pyrazol-4-yl)-1H-indol-3-yl)-2-phenylethan-1-one ClC1=CC=C(C=C1)CC(C)N[C@H](C(=O)C1=CNC2=CC(=CC=C12)C=1C=NN(C1)C)C1=CC=CC=C1